7-(5-fluoro-2-(((3S,4R)-3-hydroxytetrahydro-2H-pyran-4-yl)amino)pyrimidin-4-yl)-1-isopropyl-2-((isopropylamino)methyl)-3-methylquinolin-4(1H)-one FC=1C(=NC(=NC1)N[C@H]1[C@@H](COCC1)O)C1=CC=C2C(C(=C(N(C2=C1)C(C)C)CNC(C)C)C)=O